5-(2-fluoro-5-(5-fluorobenzo[d]oxazole-2-carboxamido)phenyl)-2,5-dimethyl-1,1-dioxo-1,2,4-thiadiazin FC1=C(C=C(C=C1)NC(=O)C=1OC2=C(N1)C=C(C=C2)F)C2(N=CN(S(C2)(=O)=O)C)C